O[C@@H](CNC(C#CC1=CC(=C(C=C1)C1=CC=CC=C1)C=O)=O)CO N-[(2S)-2,3-dihydroxypropyl]-3-(2-formyl-[1,1'-biphenyl]-4-yl)prop-2-ynamide